3-(N,N-dimethylamino)propane-1-amine CN(C)CCCN